C(C)(C)OCC1=CC(=NC=C1)NC=1SC2=C(N1)C=CC(=C2)C=2C=NNC2 N-(4-(isopropoxymethyl)-pyridin-2-yl)-6-(1H-pyrazol-4-yl)benzo[d]-thiazol-2-amine